6-fluoro-2-(3-fluoro-5-morpholinopyridin-2-yl)-1H-indole-1-carboxylate FC1=CC=C2C=C(N(C2=C1)C(=O)[O-])C1=NC=C(C=C1F)N1CCOCC1